Cl.FC1=C(C=C(C=C1)F)C=1N=NN(C1)C=1C=C(C=CC1)CC(C(=O)O)[C@@H]1CNCC1 3-{3-[4-(2,5-Difluorophenyl)-1H-1,2,3-triazol-1-yl]phenyl}-2-[(3R)-pyrrolidin-3-yl]propanoic acid hydrochloride